FC1=C2CC3C(C2=CC=C1F)(C=1C=CC=CC1C3)N3N1C(C(N(C3)CC)=O)=C(C(C=C1)=O)O 1-(1,2-difluoro-9a,10-dihydroindeno[1,2-a]inden-4b(9H)-yl)-3-ethyl-5-hydroxy-2,3-dihydro-1H-pyrido[2,1-f][1,2,4]triazine-4,6-dione